2,3-dihydroxypropan-1-yl heptanoate C(CCCCCC)(=O)OCC(CO)O